thiophenic anhydride S1C(=CC=C1)C(=O)OC(=O)C=1SC=CC1